benzyl 7-azabicyclo[2.2.1]heptane-1-carboxylate hydrochloride Cl.C12(CCC(CC1)N2)C(=O)OCC2=CC=CC=C2